COC(=O)C1=CN(C=C1)C1=NC(=NC=C1C)NC1=CC2=C(OC(O2)(F)F)C=C1 1-(2-((2,2-Difluorobenzo[d][1,3]Dioxol-5-yl)amino)-5-methylpyrimidin-4-yl)-1H-pyrrole-3-carboxylic acid methyl ester